4-((4'-cyano-[1,1'-biphenyl]-4-yl)thio)-1H-1,2,3-triazole-5-carboxylic acid 2,2,2-trifluoroacetate FC(C(=O)O)(F)F.C(#N)C1=CC=C(C=C1)C1=CC=C(C=C1)SC=1N=NNC1C(=O)O